TRANS-(P)-1-(5-CHLORO-2-METHOXY-4-(3-(TRIFLUOROMETHYL)CYCLOBUTYL)PHENYL)-N-(4-METHOXYBENZYL)-N-(OXAZOL-2-YL)-2-OXO-1,2-DIHYDROQUiNOLINE-6-SULFONAMIDE ClC=1C(=CC(=C(C1)N1C(C=CC2=CC(=CC=C12)S(=O)(=O)N(C=1OC=CN1)CC1=CC=C(C=C1)OC)=O)OC)[C@@H]1C[C@H](C1)C(F)(F)F